COC(=O)C1(CCC2(C(CC3=CC=CC=C23)[C@@H]2[C@H](C2)CO)CC1)NC1=CC(=CC=C1)Cl rac-(1R,4R)-4-(3-chloroanilino)-2'-[(1R,2S)-2-(hydroxymethyl)cyclopropyl]-2',3'-dihydrospiro[cyclohexane-1,1'-indene]-4-carboxylic acid methyl ester